5-bromo-3-(1-ethyl-1H-pyrazol-4-yloxy)pyrazin-2-amine BrC=1N=C(C(=NC1)N)OC=1C=NN(C1)CC